(R)-5-(hexahydropyrrolo[1,2-a]pyrazin-2(1H)-yl)-2-nitrobenzamide C1[C@@H]2N(CCN1C=1C=CC(=C(C(=O)N)C1)[N+](=O)[O-])CCC2